FC1=C(C(=O)N[C@H](C(=O)OC)CC2=CC=C(C3=CC=CC=C23)B2OC(C(O2)(C)C)(C)C)C(=CC(=C1)N[C@@H](C(F)(F)F)CC)F Methyl (S)-2-(2,6-difluoro-4-(((R)-1,1,1-trifluorobutan-2-yl)amino)benzamido)-3-(4-(4,4,5,5-tetramethyl-1,3,2-dioxaborolan-2-yl)naphthalen-1-yl)propanoate